ClC=1C=NC=C(C1[C@@H](C)OC=1C=C2C(=NNC2=CC1)C=1C=C(C(=NC1)N1CC(C1)(N(C)C)C)F)Cl (R)-1-(5-(5-(1-(3,5-dichloropyridin-4-yl)ethoxy)-1H-indazol-3-yl)-3-fluoropyridin-2-yl)-N,N,3-trimethylazetidin-3-amine